C(C1=CC(=O)NC(=O)N1)(=O)O.N1=CC=CC(=C1)C1N(C)CCC1 Nicotine Orotate Salt